C(C)(C)(C)OC(=O)NC1=CC=C(C=N1)C=1SC=C(N1)C(=O)NC(C(=O)NC(C(=O)OC)=C)=C Methyl 2-(2-(2-(6-((tert-butoxycarbonyl)amino)pyridine-3-yl)thiazole-4-carboxamido)acrylamido)acrylat